ClC=1C=C(C=CC1OC(C)C)C1=NC(=NO1)N1C=CC2=CC(=CC=C12)CNCCC(=O)O 3-(((1-(5-(3-chloro-4-isopropoxyphenyl)-1,2,4-oxadiazol-3-yl)-1H-indol-5-yl)methyl)amino)propionic acid